(R)-1-[(R)-1-[6-({4-[2-Amino-6-(m-cyanophenyl)-4-pyrimidinyl]-1H-1,2,3-triazol-1-yl}methyl)-2-pyridyl]ethyl]-3-piperidinecarboxylic acid NC1=NC(=CC(=N1)C=1N=NN(C1)CC1=CC=CC(=N1)[C@@H](C)N1C[C@@H](CCC1)C(=O)O)C1=CC(=CC=C1)C#N